P(=O)(OC1=C(C=C(C(=C1)F)C1=NC=C(C(=C1)CN1C2=NC=NC(=C2N=C1)N)N1C[C@](CCC1)([C@@H](C(F)F)O)N)F)(O)O 4-(5-((R)-3-amino-3-((S)-2,2-difluoro-1-hydroxyethyl)piperidin-1-yl)-4-((6-amino-9H-purin-9-yl)methyl)pyridin-2-yl)-2,5-difluorophenyl dihydrogen phosphate